ON1C(C=C(C=C1C1CCCCC1)C)=O 1-hydroxy-4-methyl-6-cyclohexyl-pyridin-2-one